FC(F)(F)C1=C(C=CC=C1)[I+]C1=CC=CC=C1 trifluoromethyldiphenyliodonium